C(C)(C)(C)C1=C2C=CC=NC2=C(C(=C1)C(C=1C=C(C(=O)NCCOCCOCNC2=C3C(N(C(C3=CC=C2)=O)C2C(NC(CC2)=O)=O)=O)C=CC1)NC(CCC)=O)O 3-((5-(tert-butyl)-8-hydroxyquinolin-7-yl)(butyramido)-methyl)-N-(2-(2-(((2-(2,6-dioxopiperidin-3-yl)-1,3-dioxoisoindolin-4-yl)amino)methoxy)-ethoxy)ethyl)benzamide